[Na+].N[C@@H](CCC(=O)[O-])C(=O)OC(CCCCCCCCCCCCCCCCC)=O Stearoyl glutamate sodium salt